[C@@H]1([C@H](O)[C@@H](O)[C@H](O)[C@H](O1)CO)O[C@@H](/C=C/C1=C([C@H](C(CC1(C)C)=O)O)C)C (2R)-4-[(1E,3R)-3-(β-D-glucopyranosyloxy)-1-buten-1-yl]-2-hydroxy-3,5,5-trimethyl-3-cyclohexen-1-one